C(=O)(OC(C)(C)C)N[C@@H](CC(N)=O)C(=O)O N-Boc-asparagine